ethyl (3-((2-chloro-4-((5-cyclopropyl-3-(2,6-dichlorophenyl)isoxazol-4-yl)methoxy)phenyl)ethynyl)phenyl)carbamate ClC1=C(C=CC(=C1)OCC=1C(=NOC1C1CC1)C1=C(C=CC=C1Cl)Cl)C#CC=1C=C(C=CC1)NC(OCC)=O